1-mercapto-1,1-methanediol methyl-4-amino-5-[(1E)-3-ethoxy-3-oxoprop-1-en-1-yl]pyridine-2-carboxylate CC=1C(=NC=C(C1N)\C=C\C(=O)OCC)C(=O)OC(O)S